trans-tetraacetylferulic acid C(C)(=O)COC=1C(=C(/C(=C(/C(=O)O)\C(C)=O)/C(C)=O)C=CC1O)C(C)=O